Methyl 7-(methylamino)heptanoate CNCCCCCCC(=O)OC